6-((6-fluoro-1-hydroxynaphthalen-2-yl)methyl)-3-(trifluoromethyl)picolinonitrile FC=1C=C2C=CC(=C(C2=CC1)O)CC1=CC=C(C(=N1)C#N)C(F)(F)F